C1(CCCCC1)N(C(C1=CC=C(C=C1)CN1C2=NC(=NC=C2NC1=O)C1=C(C=CC=C1)C(C)C)=O)C N-cyclohexyl-4-((2-(2-isopropylphenyl)-8-oxo-7,8-dihydro-9H-purin-9-yl)methyl)-N-methylbenzamide